(S)-3-(3-(2-(1H-pyrrolo[2,3-b]pyridin-3-yl)thiazol-4-yl)phenyl)-3-hydroxy-1-methylpyrrolidin-2-one N1C=C(C=2C1=NC=CC2)C=2SC=C(N2)C=2C=C(C=CC2)[C@@]2(C(N(CC2)C)=O)O